C(CCCCCCCCC)(=O)O[C@@H]1[C@](O[C@H](C1)N1C2=NC(=NC(=C2N=C1)N)F)(CO[P@](=O)(OC1=CC=CC=C1)N[C@H](C(=O)OC(C)C)CC1=CC=CC=C1)C#C (2R,3S,5R)-5-(6-amino-2-fluoro-9H-purin-9-yl)-2-ethynyl-2-((((S)-(((S)-1-isopropoxy-1-oxo-3-phenylpropan-2-yl)amino)(phenoxy)phosphoryl)oxy)methyl)tetrahydrofuran-3-yl decanoate